CN(C1=C2C=CC=C(C2=CC=C1)S(=O)(=O)NC1=CC(=CC=C1)C=1N=C(SC1)NC)C 5-(dimethylamino)-N-(3-(2-(methylamino)thiazol-4-yl)phenyl)naphthalene-1-sulfonamide